N-(3-cyano-2-methylphenyl)-2-(methoxymethyl)-6-({[2-(trifluoromethyl)phenyl]carbonyl}amino)-1H-benzoimidazole-4-carboxamide C(#N)C=1C(=C(C=CC1)NC(=O)C1=CC(=CC=2NC(=NC21)COC)NC(=O)C2=C(C=CC=C2)C(F)(F)F)C